ClC=1C(=NC=CC1)OC[C@@H]1N(CCC1)C1=C(C=C2C(C(=CN(C2=C1)C=1C=NC(=CC1)N1CC(C1)N(C)C)C(=O)O)=O)F 7-[(2R)-2-[[(3-chloropyridin-2-yl)oxy]methyl]pyrrolidin-1-yl]-1-[6-[3-(dimethyl-amino)azetidin-1-yl]pyridin-3-yl]-6-fluoro-4-oxoquinoline-3-carboxylic acid